(±)-trans-N-(8-amino-6-(5,5-dimethyl-2-oxooxazolidin-3-yl)isoquinolin-3-yl)-2-cyanocyclopropane-1-carboxamide NC=1C=C(C=C2C=C(N=CC12)NC(=O)[C@H]1[C@@H](C1)C#N)N1C(OC(C1)(C)C)=O |r|